N-(5-Cyano-6-(2H-1,2,3-triazol-2-yl)pyridin-3-yl)-1-(isochinolin-4-yl)-5-(trifluoromethyl)-1H-pyrazol-4-carboxamid C(#N)C=1C=C(C=NC1N1N=CC=N1)NC(=O)C=1C=NN(C1C(F)(F)F)C1=CN=CC2=CC=CC=C12